ClC1=C(C=CC=C1)C=1OC2=C(C(=CC(=C2C(C1)=O)O)O)[C@@H]1[C@@H](CN(CC1)C)O 2-(2-chlorophenyl)-5,7-dihydroxy-8-[(3S,4R)-3-hydroxy-1-methyl-4-piperidinyl]-4-chromenone